Cl.C(C1=CC=CC=C1)N(C(O)=O)CCN benzyl-(2-aminoethyl)carbamate hydrochloride